N-(3-chloro-2-fluorobenzyl)-2-(((1s,4s)-4-hydroxycyclohexyl)amino)acetamide ClC=1C(=C(CNC(CNC2CCC(CC2)O)=O)C=CC1)F